NC1=NC=CC=C1C1=NC=2C(=NC(=CC2)C2=NN(N=C2)C(F)F)N1C1=CC=C(CN2CCC(CC2)NC2=NC(=NC=C2)C#N)C=C1 4-((1-(4-(2-(2-Aminopyridin-3-yl)-5-(2-(difluoromethyl)-2H-1,2,3-triazol-4-yl)-3H-imidazo[4,5-b]pyridin-3-yl)benzyl)piperidin-4-yl)amino)pyrimidine-2-carbonitrile